tert-butyl 3-((6-cyano-2H-indazol-7-yl)oxy)azetidine-1-carboxylate C(#N)C=1C=CC2=CNN=C2C1OC1CN(C1)C(=O)OC(C)(C)C